N1(N=CC=C1)C1=CC=C(C=C1)[C@@H]1CC[C@H](CC1)SC=1N=NNC1C(=O)O 4-(((trans)-4-(4-(1H-pyrazol-1-yl)phenyl)cyclohexyl)thio)-1H-1,2,3-triazole-5-carboxylic acid